(S,E)-3-(4-chlorophenyl)-4-phenyl-N-((S)-2-sulfamoylpropyl)-N'-((4-(trifluoromethyl)phenyl)sulfonyl)-4,5-dihydro-1H-pyrazole-1-carboximidamide ClC1=CC=C(C=C1)C1=NN(C[C@@H]1C1=CC=CC=C1)/C(/NC[C@H](C)S(N)(=O)=O)=N/S(=O)(=O)C1=CC=C(C=C1)C(F)(F)F